S1C=CC=C1C=1SC(=CC1C(=O)O)C=1SC=CC1 5,2':5',2''-terthiophene-3'-carboxylic acid